ClC=1C=C(OCC(=O)NC23CC(C2)(C3)NC=3C=2N(C=CN3)N=C(C2)C)C=CC1Cl 2-(3,4-Dichlorophenoxy)-N-{3-[(2-methylpyrazolo[1,5-a]pyrazin-4-yl)amino]bicyclo[1.1.1]pentan-1-yl}acetamide